(4R,5S)-5-((S)-5H-Imidazo[5,1-a]isoindol-5-yl)-3-methyl-4,5,6,7-tetrahydropyrazolo[1,5-a]pyridin-4-ol C=1N=CN2C1C1=CC=CC=C1[C@@H]2[C@H]2[C@H](C=1N(CC2)N=CC1C)O